C(C)(=O)NCCOC1=CC=2N(C=C1)C(=CN2)C2=CC(=C(C(=O)NC1CC1)C(=C2)OC)OC(F)F 4-[7-(2-acetamidoethoxy)imidazo[1,2-a]pyridin-3-yl]-N-cyclopropyl-2-(difluoromethoxy)-6-methoxy-benzamide